N-((S)-3-(3,4-dihydroisoquinolin-2(1H)-yl)-2-hydroxypropyl)-6-((1-(3-hydroxyadamantan-1-carbonyl)piperidin-4-yl)amino)pyrimidine-4-carboxamide C1N(CCC2=CC=CC=C12)C[C@H](CNC(=O)C1=NC=NC(=C1)NC1CCN(CC1)C(=O)C12CC3(CC(CC(C1)C3)C2)O)O